ClC1=C(C=CC=C1)C=1N(C2=NC(=NC(=C2N1)N1CCC(CC1)(C(=O)N)C)OC[C@H](C)O)C1=CC=C(C=C1)Cl 1-[8-(2-chlorophenyl)-9-(4-chlorophenyl)-2-[(2S)-2-hydroxypropoxy]purin-6-yl]-4-methyl-piperidine-4-carboxamide